O=C1NC2=C(OC[C@@H]1NC(OCC1=CC=CC=C1)=O)C=CC=C2 (S)-benzyl 4-oxo-2,3,4,5-tetrahydrobenzo[b][1,4]oxazepin-3-ylcarbamate